2-chloro-N-((5-fluoro-2-methoxyphenyl)carbamoyl)acetamide ClCC(=O)NC(NC1=C(C=CC(=C1)F)OC)=O